COC(CCN1C=NC2=C1C=CC(=C2)[N+](=O)[O-])=O 3-(5-nitro-benzimidazole-1-yl)-propionic acid methyl ester